S1C(=CC=C1)C1C=NNC1C(=O)N 4-(thien-2-yl)-4,5-dihydro-1H-pyrazole-5-carboxamide